4-(3-((5-((4-chlorobenzyl)oxy)-1,3,4-thiadiazol-2-yl)carbamoyl)pyridin-2-yl)-N,N-dimethylpiperazine-1-carboxamide ClC1=CC=C(COC2=NN=C(S2)NC(=O)C=2C(=NC=CC2)N2CCN(CC2)C(=O)N(C)C)C=C1